4-bromo-2-chloro-1,8-naphthyridine BrC1=CC(=NC2=NC=CC=C12)Cl